2-(o-bromophenyl)-4,5-diphenylimidazole BrC1=C(C=CC=C1)C=1NC(=C(N1)C1=CC=CC=C1)C1=CC=CC=C1